C[C@]12CC(C[C@](CC1)(N2)C)N(C2=CC=C(N=N2)C2=C(C=C(C=C2)/C=C/C(=O)N(C)C)O)C (E)-3-(4-(6-(((1R,3s,5S)-1,5-dimethyl-8-azabicyclo[3.2.1]octan-3-yl)(methyl)amino)pyridazin-3-yl)-3-hydroxyphenyl)-N,N-dimethylacrylamide